(cyclobutylamino)-6-(4-methylpiperazin-1-yl)pyridine-4-carboxylic acid methyl ester COC(=O)C1=CC(=NC(=C1)N1CCN(CC1)C)NC1CCC1